8-methoxy-1-methyl-3-(2-methylamino-2-oxoethoxy)-2-oxo-1,2-dihydroquinolin COC=1C=CC=C2C=C(C(N(C12)C)=O)OCC(=O)NC